CS(=O)(=O)C=1C=C(C=CC1)C1=C2C(=NNC2=CC=C1)C(=O)N (3-methylsulfonylphenyl)indazole-3-carboxamide